4-[(5R)-1,7-diazaspiro[4.4]nonan-7-yl]-1H-pyrrolo[2,3-b]pyridin N1CCC[C@@]12CN(CC2)C2=C1C(=NC=C2)NC=C1